3-deazapteridine N1=CC=CC2=NC=CN=C12